(R)-2-chloro-N-(2-fluoro-6-(trifluoromethyl)pyridin-4-yl)-8-methyl-8-(trifluoromethyl)-7,8-dihydro-6H-pyrazolo[1,5-a]pyrrolo[2,3-e]pyrimidine-6-carboxamide ClC1=NN2C(N=CC3=C2[C@@](CN3C(=O)NC3=CC(=NC(=C3)C(F)(F)F)F)(C(F)(F)F)C)=C1